1-(6-(2-ethylpiperazin-1-yl)pyridin-3-yl)dihydropyrimidine-2,4(1H,3H)-dione C(C)C1N(CCNC1)C1=CC=C(C=N1)N1C(NC(CC1)=O)=O